9-acetyl-3,7-dimethyl-2-(pyridin-3-yl)-4H-pyrido[1,2-a]pyrimidin-4-one C(C)(=O)C1=CC(=CN2C1=NC(=C(C2=O)C)C=2C=NC=CC2)C